4-chloro-1-tetrahydropyran-2-yl-5-(tridecylmethyl)indazole ClC1=C2C=NN(C2=CC=C1CCCCCCCCCCCCCC)C1OCCCC1